C(C=C)(=O)OCCCCCCCCCCCCCCCCC[SiH2]C(F)(F)F acryloyloxyheptadecyltrifluoromethylsilane